ClC=1C(=C(C(=O)OCC2N(CCC2)C)C(=CC1)Cl)OC (1-methylpyrrolidin-2-yl)methyl 3,6-dichloro-2-methoxybenzoate